N1(CCC1)C1=CC=C(C=N1)CN1N=CC(=C1)C(=O)N[C@@H]1C[C@@H](C1)C1=C(C=CC(=C1)Cl)C#N 1-((6-(Azetidin-1-yl)pyridin-3-yl)methyl)-N-((cis)-3-(5-chloro-2-cyanophenyl)cyclobutyl)-1H-pyrazole-4-carboxamide